C[C@](N)(CCC(=O)O)C(=O)O alpha-methyl-glutamic acid